OC1(C[C@@H]2[C@@H](CN(C2)CC(=O)C2=NC=C(C=C2)O)C1)CC1=CC=C(C=C1)OC 2-[(3aR,5R,6aS)-5-hydroxy-5-[(4-methoxyphenyl)methyl]-octahydrocyclopenta[c]pyrrol-2-yl]-1-(5-hydroxypyridin-2-yl)ethan-1-one